C(C)OC(=O)C1(CC1)CSC=1N=C2N(N1)[C@@H](C[C@@H]2F)C2=CC=CC=C2 1-[[(5S,7S)-7-fluoro-5-phenyl-6,7-dihydro-5H-pyrrolo[1,2-b][1,2,4]triazol-2-yl]thiomethyl]cyclopropanecarboxylic acid ethyl ester